1-([1,1'-Biphenyl]-3-yl)-3-(thiophen-2-yl)urea C1(=CC(=CC=C1)NC(=O)NC=1SC=CC1)C1=CC=CC=C1